C1(=CC=CC=C1)OC[C@@H](OC1=CC=CC=C1)COP(=O)(O)OC(CN)C(\C=C(/C)\CCC[C@H](C)CCC[C@H](C)CCCC(C)C)=O 1,2-diphenylphytoyl-sn-glycero-3-phosphoethanolamine